C(C)(C)(C)OC(=O)N1CCC2(CC1)C(C1=CC=C(C=C1C2)NS(=O)(=O)C)=N[S@](=O)C(C)(C)C (S)-1-(((R)-tert-butylsulfinyl)imino)-5-(methanesulfonamido)-1,3-dihydrospiro[indene-2,4'-piperidine]-1'-carboxylic acid tert-butyl ester